(±)-3-[[(4Z)-4-(1,3-Benzothiazol-6-ylmethylene)-5-oxo-1H-imidazol-2-yl]amino]-1-methyl-piperidin-2-one S1C=NC2=C1C=C(C=C2)\C=C\2/N=C(NC2=O)N[C@H]2C(N(CCC2)C)=O |r|